BrC=1C=C(C=CC1)C(C(=O)OCC1=CC=CC=C1)(CCCC(CSCC(=O)OCC)(C)C)C benzyl 2-(3-bromophenyl)-7-((2-ethoxy-2-oxoethyl)thio)-2,6,6-trimethylheptanoate